C\C=C\CCCCCCCC trans-2-undecene